FC(C=1C=C(C=CC1)N(C(=O)N)C1=C(C=C(C=C1)NC(C)=O)C1=NN=NN1)(F)F N-(3-trifluoromethyl-phenyl)-N-[4-acetylamino-2-(1H-tetrazol-5-yl)-phenyl]urea